N1CC=CCC1.N1CC=CCC1.N1CC=CCC1.N1CC=CCC1.N1CC=CCC1.N1CC=CCC1.N1CC=CCC1.N1CC=CCC1.[Na] sodium octa5,6-dihydro-2H-pyridine